BrC1=C(C=C(C=C1)O)COC1CCCC1 4-bromo-3-(cyclopentyloxymethyl)phenol